C(C)(C)(C)OC(=O)N1CC(CCC1)N1N=CC(=C1C(F)(F)F)C(=O)OCC 3-[4-(ethoxycarbonyl)-5-(trifluoromethyl)-1H-pyrazol-1-yl]piperidine-1-carboxylic acid tert-butyl ester